C(C)(C)(CC)NCCOCCO 2-(2-tert-amylaminoethoxy)ethanol